C(#N)C1=C(C=C(C=C1)C1=NC(=NC2CCC(CC12)C1=C(C=CC=C1)C(F)(F)F)N1CCC(CC1)NC(OC(C)(C)C)=O)F tert-butyl (1-(4-(4-cyano-3-fluorophenyl)-6-(2-(trifluoromethyl)phenyl)-4a,5,6,7,8,8a-hexahydroquinazolin-2-yl)piperidin-4-yl)carbamate